chloro-1-methyl-2-(prop-2-en-1-yloxy)benzene ClC=1C(=C(C=CC1)C)OCC=C